ClC=1C=C(C#N)C=C(C1)CCN1C(CC(C1)COC1=NC=C(C=C1)S(=O)(=O)C)C 3-chloro-5-{2-[4-{[(5-methanesulfonylpyridin-2-yl)oxy]methyl}-2-methylpyrrolidin-1-yl]ethyl}benzonitrile